N-(5-(1-(4-(cyanomethyl)-1-(ethylsulfonyl)piperidin-4-yl)-1H-pyrazol-4-yl)imidazo[1,2-a]pyridin-2-yl)cyclopropylcarboxamide C(#N)CC1(CCN(CC1)S(=O)(=O)CC)N1N=CC(=C1)C1=CC=CC=2N1C=C(N2)NC(=O)C2CC2